BrC=1C(=C(C(=NC1)N1CCC(CC1)N(C(=O)OC(C)(C)C)CC1=CC=C(C=C1)/C=C/C(=O)O)C#N)C1=CC(=C(C=C1)C#N)F (E)-3-(4-{[(1-(5-bromo-3-cyano-4-(4-cyano-3-fluorophenyl)pyridin-2-yl)piperidin-4-yl)[(tert-butoxy)carbonyl]amino]methyl}phenyl)prop-2-enoic acid